rac-(3aR,4S,6aS)-1-(7,8-dihydrofuro[3,2-e][1,3]benzothiazol-2-yl)-4-(dimethylamino)hexahydrocyclopenta[d]imidazol-2(1H)-one N1=C(SC2=C1C1=C(C=C2)OCC1)N1C(N[C@H]2[C@@H]1CC[C@@H]2N(C)C)=O |r|